tert-butyl 4-[8-([8-fluoro-2-methylimidazo[1,2-a]pyridin-6-yl]carbamoyl) quinoxalin-5-yl]-2-methylpiperazine-1-carboxylate FC=1C=2N(C=C(C1)NC(=O)C=1C=CC(=C3N=CC=NC13)N1CC(N(CC1)C(=O)OC(C)(C)C)C)C=C(N2)C